C1(=CC=CC=C1)[C@@H]1CCC2=NNC(N21)=O (S)-5-phenyl-2,5,6,7-tetrahydro-3H-pyrrolo[2,1-c][1,2,4]triazol-3-one